ClC1=C(C=C2C(=CN(C2=C1)C)C1=NC(=NC=N1)NC=1C(=CC(=C(C1)C(C(=O)N)=C)N(C)CCN(C)C)OC)OC 5-((4-(6-chloro-5-methoxy-1-methyl-1H-indol-3-yl)-1,3,5-triazin-2-yl)amino)-2-((2-(dimethylamino)ethyl(methyl)amino)-4-methoxyphenyl)acrylamide